O=C1NC(CCC1C1=CC=C(C=C1)N1CCN(CC1)CCC1CCC(CC1)NC(C1=CN=CC=C1)=O)=O N-((1r,4r)-4-(2-(4-(4-(2,6-dioxopiperidin-3-yl)phenyl)piperazin-1-yl)ethyl)cyclohexyl)nicotinamide